C(C(=C)C)(=O)ON(CC1CN(C=2N(C1)N=CC2)C2=CC=C(C=C2)C(F)(F)F)C(=O)OC(C)(C)C ((tert-Butoxycarbonyl) ((4-(4-(trifluoromethyl) phenyl)-4,5,6,7-tetrahydropyrazolo[1,5-a]pyrimidin-6-yl) methyl) amino) methacrylate